N1(CCOCC1)CCOC1=NC=CC(=N1)NC1=CC(=C(C=C1)F)Cl 2-(2-(morpholinyl)ethoxy)-4-(3-chloro-4-fluoroanilino)pyrimidine